C(C)(=O)C1=CN(C2=CC=C(C=C12)C=1C=NC=2N(C1)N=C(C2)C)CC(=O)OC(C)(C)C tert-Butyl 2-(3-acetyl-5-(2-methylpyrazolo[1,5-a]pyrimidin-6-yl)-1H-indol-1-yl)acetate